BrC=1C=C(SC1)[C@@H](C)NC1=NC(=NC2=C3C(=C(C=C12)O[C@@H]1COCC1)OCC3)C N-((R)-1-(4-bromothiophen-2-yl)ethyl)-2-methyl-6-(((S)-tetrahydrofuran-3-yl)oxy)-8,9-dihydrofuro[2,3-h]quinazolin-4-amine